(7S)-3-[(1S,3S)-3-Hydroxycyclohexyl]-7-methyl-2-[(2-oxo-1,2-dihydropyridin-1-yl)methyl]-3H,6H,7H,8H,9H-imidazo[4,5-f]chinolin O[C@@H]1C[C@H](CCC1)N1C(=NC2=C3CC[C@@H](NC3=CC=C21)C)CN2C(C=CC=C2)=O